ClC=1C=C(C=C(C1OCCCl)C#N)C1=C2C=CC(=CC2=CC=C1)OCC1=NC(=NC=C1)NS(=O)(=O)C N-(4-(((5-(3-chloro-4-(2-chloroethoxy)-5-cyanophenyl)naphthalen-2-yl)oxy)methyl)pyrimidin-2-yl)methanesulfonamide